(2,4-dichlorophenyl)-2-imidazoleethanol ClC1=C(C=CC(=C1)Cl)C=1N=C(NC1)CCO